C(C)(C)(C)OC(=O)N1C[C@@H]2[C@H](C1)CC(C2)N(CC2=CC=CC=C2)C (3aR,5S,6aS)-5-(N-methyl-N-benzylamino)hexahydrocyclopenta[C]pyrrole-2(1H)-carboxylic acid tert-butyl ester